(5-(6-bromo-3-cyanopyrazolo[1,5-a]pyridin-4-yl)pyridin-2-yl)carbamic acid tert-butyl ester C(C)(C)(C)OC(NC1=NC=C(C=C1)C=1C=2N(C=C(C1)Br)N=CC2C#N)=O